1H-indazole-d6 N1(N=C(C2=C(C(=C(C(=C12)[2H])[2H])[2H])[2H])[2H])[2H]